3-((4-(4-chlorophenyl)piperazin-1-yl)(4-(diethylamino)-2-hydroxyphenyl)methyl)-N-cyclopentyl-benzamide ClC1=CC=C(C=C1)N1CCN(CC1)C(C=1C=C(C(=O)NC2CCCC2)C=CC1)C1=C(C=C(C=C1)N(CC)CC)O